N-((1S,3R)-3-((3-fluoro-6-(1-methyl-1H-pyrazol-4-yl)pyrazolo[1,5-a]pyrazin-4-yl)oxy)cyclopentyl)but-2-ynamide FC=1C=NN2C1C(=NC(=C2)C=2C=NN(C2)C)O[C@H]2C[C@H](CC2)NC(C#CC)=O